ClC1=C(C=CC(=C1)N)C1=CC=C(N)C=C1 chlorobenzidine